Cl.NC/C=C/[SH2](=O)C=NC1=CC=C(C=C1)F [(1E)-3-aminoprop-1-en-1-yl][(4-fluorophenyl)imino]methyl-λ6-sulfanone hydrochloride